N1=CC(=CC=C1)C1=NC=CC=N1 2-(pyridin-3-yl)pyrimidin